Benzyl [6-(2-{bis[2-({2-[(α-L-fucopyranosyl)oxy]ethyl}amino)-2-oxoethyl]amino}acetamido)hexyl]carbamate [C@@H]1([C@@H](O)[C@H](O)[C@H](O)[C@@H](O1)C)OCCNC(CN(CC(=O)NCCCCCCNC(OCC1=CC=CC=C1)=O)CC(NCCO[C@H]1[C@@H](O)[C@H](O)[C@H](O)[C@@H](O1)C)=O)=O